boron bisborate B([O-])([O-])[O-].B([O-])([O-])[O-].[B+3].[B+3]